FC(C1=C(CNC2=NC(=NC=C2C(=O)N)NC=2C=NN(C2)C)C=C(C=C1)F)(F)F [2-(trifluoromethyl)-5-fluorobenzyl]amino-2-[(1-methyl-1H-pyrazol-4-yl)amino]pyrimidin-5-carboxamide